ClC1=CC(=C(C(=N1)C[C@@]1(C[C@H](N(CC1)C(=O)OC(C)(C)C)C)C(=O)OC(C)(C)C)F)C(C(C)C)=O di-tert-butyl (2R,4R)-4-((6-chloro-3-fluoro-4-isobutyrylpyridin-2-yl)methyl)-2-methylpiperidine-1,4-dicarboxylate